(1S,4R)-4-isopropyl-2-methylenecyclohexan-1-ol C(C)(C)[C@H]1CC([C@H](CC1)O)=C